7-fluoro-N-(4-fluorophenethyl)-N-(prop-2-yn-1-yl)benzo[d]thiazol-2-amine FC1=CC=CC=2N=C(SC21)N(CC#C)CCC2=CC=C(C=C2)F